bispyridinium chromium [Cr+3].[NH+]1=CC=CC=C1.[NH+]1=CC=CC=C1